1-(4-{[(1S)-5-[2-(2-fluoropyridin-3-yl)-5-(pyrazol-1-yl)imidazo[4,5-b]pyridin-3-yl]-2,3-dihydro-1H-inden-1-yl]amino}piperidin-1-yl)prop-2-en-1-one FC1=NC=CC=C1C1=NC=2C(=NC(=CC2)N2N=CC=C2)N1C=1C=C2CC[C@@H](C2=CC1)NC1CCN(CC1)C(C=C)=O